(S)-N-((R)-(4,5-difluoro-2-methoxyphenyl)(1-(phenylsulfonyl)-1H-indol-2-yl)methyl)-2-methylpropan-2-sulfinamide FC1=CC(=C(C=C1F)[C@@H](N[S@@](=O)C(C)(C)C)C=1N(C2=CC=CC=C2C1)S(=O)(=O)C1=CC=CC=C1)OC